3-[4-(ethylcarbamoylamino)phenyl]-N-(4-fluoro-3-methoxy-phenyl)-N,8-dimethyl-imidazo[1,2-a]pyrazine-6-carboxamide C(C)NC(=O)NC1=CC=C(C=C1)C1=CN=C2N1C=C(N=C2C)C(=O)N(C)C2=CC(=C(C=C2)F)OC